C(C)(C)OC(=O)[C@@H]1C[C@@H]2C[C@@H]2[C@H](C1)O |r| (±)-(1S,3R,5S,6S)-5-hydroxybicyclo[4.1.0]heptane-3-carboxylic acid isopropyl ester